1-(4-methoxyphenyl)cyclopropyl alcohol COC1=CC=C(C=C1)C1(CC1)O